S1CC=NC=C1 1,4-thiazine